FC1=C(C(=CC=C1)C)N1CC[C@@H](CCC1)N1C(N(C=2C(C1)=CN(N2)C)CC2=C(C=CC=C2)C(F)(F)F)=O |o1:11| 5-[(R)- or (S)-1-(2-Fluoro-6-methyl-phenyl)-azepan-4-yl]-2-methyl-7-(2-trifluoromethylbenzyl)-2,4,5,7-tetrahydro-pyrazolo[3,4-d]pyrimidin-6-one